OCC1=CC=C(C=C1)NC([C@H](C)NC([C@H](C)NC(OCC1C2=CC=CC=C2C=2C=CC=CC12)=O)=O)=O (9H-fluoren-9-yl)methyl ((S)-1-(((S)-1-((4-(hydroxymethyl) phenyl)amino)-1-oxopropan-2-yl)amino)-1-oxopropan-2-yl)carbamate